(R)-5-ethynyl-2-(4-((1-methylpiperidin-3-yl)amino)pyridino[3,4-d]pyridazin-1-yl)phenol C(#C)C=1C=CC(=C(C1)O)C1=C2C(=C(N=N1)N[C@H]1CN(CCC1)C)C=NC=C2